3-fluoro-N-[2-[2-(2-hydroxyethoxy)ethoxy]ethyl]-5-nitro-benzenesulfonamide FC=1C=C(C=C(C1)[N+](=O)[O-])S(=O)(=O)NCCOCCOCCO